Ethyl 2-[(2S)-butan-2-yl]-5-(3,4-dimethoxyphenyl)-1,1-dioxo-2H-1λ6,2,6-thiadiazine-3-carboxylate C[C@@H](CC)N1S(N=C(C=C1C(=O)OCC)C1=CC(=C(C=C1)OC)OC)(=O)=O